C(C)OC(=O)C=1N=CN2C1C=NC(=C2)Br.N2=CC=C1N2C=CC(=N1)N1CCCC1 1-(pyrazolo[1,5-a]pyrimidin-5-yl)pyrrolidine ethyl-6-bromoimidazo[1,5-a]pyrazine-1-carboxylate